1-(1-methyl-1H-imidazol-5-yl)piperidin CN1C=NC=C1N1CCCCC1